CNC1=CC(=C(C(=O)N)C=C1)CCCN1CCN(CC1)C1=CC=CC=C1 4-(methylamino)(3-(4-phenylpiperazin-1-yl)propyl)benzamide